N-[(2S,3R)-2-[(2,2'-difluoro[1,1'-biphenyl]-3-yl)methyl]-4,4-difluoro-1-(2-methylpropanoyl)pyrrolidin-3-yl]cyclopropanesulfonamide FC1=C(C=CC=C1C[C@@H]1N(CC([C@@H]1NS(=O)(=O)C1CC1)(F)F)C(C(C)C)=O)C1=C(C=CC=C1)F